(R or S)-2-(3-((R or S)-1-(((R)-((R)-7-fluoro-1,2,3,4-tetrahydropyrido[2,3-b]pyrazin-3-yl)(phenyl)methyl)amino)propan-2-yl)phenyl)propanoic acid FC1=CC2=C(N[C@H](CN2)[C@@H](C2=CC=CC=C2)NC[C@H](C)C=2C=C(C=CC2)[C@H](C(=O)O)C)N=C1 |o1:18,26|